Trans-4-(3-ethoxy-4-((5-isopropoxypyridin-2-yl)oxy)piperidin-1-yl)-1-methyl-2-oxo-1,2-dihydropyrido[3,2-d]pyrimidine-6-carbonitrile C(C)O[C@@H]1CN(CC[C@H]1OC1=NC=C(C=C1)OC(C)C)C=1C2=C(N(C(N1)=O)C)C=CC(=N2)C#N